butanoic acid-3,7-dimethyl-6-octenyl ester CC(CCOC(CCC)=O)CCC=C(C)C